Cl.C1(=CC=CC=C1)N(N)C1=CC=CC=C1 N,N-diphenyl-hydrazine hydrochloride